α-butyl-acrylic acid C(CCC)C(C(=O)O)=C